N-methyl-8-[[8-[methyl-(4-pentylnonyl)amino]-8-oxo-octyl]amino]-N-(4-pentylnonyl)octanoamide CN(C(CCCCCCCNCCCCCCCC(=O)N(CCCC(CCCCC)CCCCC)C)=O)CCCC(CCCCC)CCCCC